C(C)(C)(C)OC(=O)N1C(CNCC1)C 2-methylpiperazine-1-carboxylic acid (S)-tert-butyl ester